FC(C1=NC=2C(=NC=CN2)N1C1CC(C1)O)(F)F (1s,3s)-3-(2-(trifluoromethyl)-1H-imidazo[4,5-b]pyrazin-1-yl)cyclobutan-1-ol